N1(N=CC=C1)CC1=CC=C(C=C1)C(C)O 1-(4-((1H-pyrazol-1-yl)methyl)phenyl)ethan-1-ol